(2S,5R)-3-Imino-2,5-dimethyl-2-(oxetan-2-ylmethyl)-5-(8-(prop-1-yn-1-yl)dibenzo[b,d]thiophen-2-yl)thiomorpholine 1,1-dioxide N=C1N[C@@](CS([C@]1(CC1OCC1)C)(=O)=O)(C1=CC2=C(SC3=C2C=C(C=C3)C#CC)C=C1)C